ClC1=NC(=C(C(=N1)N1[C@H](CN(CC1)C(=O)OC(C)(C)C)C)OCC(=O)C1=CC=CC2=CC=CC(=C12)Cl)Cl tert-butyl (S)-4-(2,6-dichloro-5-(2-(8-chloronaphthalen-1-yl)-2-oxo ethoxy)pyrimidin-4-yl)-3-methylpiperazine-1-carboxylate